2H-benzo[b][1,4]-oxazine O1C2=C(N=CC1)C=CC=C2